1-(2-((1S,3R)-3-((S)-5-(3,5-difluorophenyl)-3-oxo-6,7-dihydro-3H-pyrrolo[2,1-c][1,2,4]triazol-2(5H)-yl)cyclobutyl)pyrimidin-4-yl)-1H-pyrazole-4-carbonitrile FC=1C=C(C=C(C1)F)[C@@H]1CCC2=NN(C(N21)=O)C2CC(C2)C2=NC=CC(=N2)N2N=CC(=C2)C#N